FC(CN1N=CC=2N(C(N([C@@H](C21)C)C2CCN(CC2)C2=C(C=CC=C2C)F)=O)CC2=C(C=CC=C2)C(F)(F)F)(C)F (R)-1-(2,2-difluoro-propyl)-6-[1-(2-fluoro-6-methyl-phenyl)-piperidin-4-yl]-7-methyl-4-(2-trifluoromethyl-benzyl)-1,4,6,7-tetrahydro-pyrazolo[4,3-d]pyrimidin-5-one